2-bromo-5-nitro-phenol BrC1=C(C=C(C=C1)[N+](=O)[O-])O